5'-Chloro-1',2'-dihydrospiro[pyrrolidine-3,3'-pyrrolo[2,3-b]pyridin]-5-one ClC=1C=C2C(=NC1)NCC21CNC(C1)=O